COC1=NC=C(C=N1)C=1C=CC(=NC1)N([C@@H]1CC[C@H](CC1)NC(OC(C)(C)C)=O)C(COC1=CC=CC=C1)=O tert-butyl (trans-4-((5-(2-methoxypyrimidin-5-yl)pyridin-2-yl)(phenoxyacetyl)amino)cyclohexyl)carbamate